4-chloro-1-((5-phenylthiophen-2-yl)methyl)-1H-indazole-7-carboxamide ClC1=C2C=NN(C2=C(C=C1)C(=O)N)CC=1SC(=CC1)C1=CC=CC=C1